5-((5-(tert-butyl)-8-hydroxyquinolin-7-yl)(3-ethylureido)-methyl)-N-(7-((2-(2,6-dioxopiperidin-3-yl)-1,3-dioxoisoindolin-4-yl)amino)-heptyl)nicotinamide C(C)(C)(C)C1=C2C=CC=NC2=C(C(=C1)C(C=1C=NC=C(C(=O)NCCCCCCCNC2=C3C(N(C(C3=CC=C2)=O)C2C(NC(CC2)=O)=O)=O)C1)NC(=O)NCC)O